ClC1=CC=C(OC2=CC(=C(C=C2)[C@](CN2N=CN=C2)(C)O)C(F)(F)F)C=C1 (2S)-2-[4-(4-chlorophenoxy)-2-(trifluorometh-yl)phenyl]-1-(1,2,4-triazol-1-yl)propan-2-ol